C1=C(C=CC2=CC=CC=C12)C1=NN(C=C1C=CC(=O)N[C@@H](CC1=CNC2=CC=CC=C12)C(=O)O)C=1C=C(C=CC1)C (3-(3-(2-naphthyl)-1-(m-tolyl)-1H-4-pyrazolyl)acryloyl)tryptophan